The molecule is a member of the class of benzyl alcohols that is benzyl alcohol substituted at the para-position by a nitro group. It has a role as a xenobiotic metabolite. It is a member of benzyl alcohols and a C-nitro compound. C1=CC(=CC=C1CO)[N+](=O)[O-]